ClC1=C(C=C2C=C(N=CC2=C1)NC(=O)[C@H]1[C@@H](C1)C1=NC=CC=C1)[C@H](COC)C (1R,2R)-N-(7-chloro-6-((R)-1-methoxypropan-2-yl)isoquinolin-3-yl)-2-(pyridin-2-yl)cyclopropane-1-carboxamide